(R)-3-(1H-benzo[d]imidazol-6-yl)-4-phenyloxazolidin-2-one N1C=NC2=C1C=C(C=C2)N2C(OC[C@H]2C2=CC=CC=C2)=O